[Au].[Cu].[Ag] SILVER-COPPER-GOLD